1,3,5-triazine-2,4,5-trithiol N=1C(=NC(N(C1)S)S)S